(R)-1-acryloylpyrrolidine-2-carboxamide C(C=C)(=O)N1[C@H](CCC1)C(=O)N